ClC=1C=C(C=2N(N1)C(=NN2)C(C)C)NCCC2=CC=NC=C2 6-chloro-3-isopropyl-N-[2-(4-pyridyl)ethyl]-[1,2,4]triazolo[4,3-b]pyridazin-8-amine